dihydro-4'H-spiro[cyclohexane-1,5'-thieno[2,3-b]pyridine]-4-carboxylic acid S1CCC2=C1N=CC1(C2)CCC(CC1)C(=O)O